C(C)(C)(C)C1=C(C(=C(C=C1)[SH2+])C(C)(C)C)C(C)(C)C tri-tert-butylphenyl-sulfonium